C(C=C)(=O)OC(C(F)F)(F)F 1,1,2,2-tetrafluoroethyl acrylate